tert-butyl N-[[(2R)-4-[[1-(2,6-dioxo-3-piperidyl)-3-methyl-2-oxo-benzimidazol-4-yl]methyl]morpholin-2-yl]methyl]-N-methyl-carbamate O=C1NC(CCC1N1C(N(C2=C1C=CC=C2CN2C[C@@H](OCC2)CN(C(OC(C)(C)C)=O)C)C)=O)=O